4-(difluoromethyl)-N-[4-fluoro-5-(6-morpholin-4-ylpyridin-2-yl)-2-[(3R)-3,4-dimethylpiperazin-1-yl]phenyl]-6-oxo-1H-pyridine-3-carboxamide FC(C=1C(=CNC(C1)=O)C(=O)NC1=C(C=C(C(=C1)C1=NC(=CC=C1)N1CCOCC1)F)N1C[C@H](N(CC1)C)C)F